6-(3-(4-((tert-Butyldimethylsilyl)oxy)-2-chlorophenyl)-3-hydroxyazetidin-1-yl)-5-fluoronicotinic acid methyl ester COC(C1=CN=C(C(=C1)F)N1CC(C1)(O)C1=C(C=C(C=C1)O[Si](C)(C)C(C)(C)C)Cl)=O